N=C(SC)NC=1C=C(C(=O)O)C=CC1 3-(imino(methylthio)methylamino)benzoic acid